ClC1=NC=CC(=C1N1CCN(CC1)CC=1C=C2C(N(C(C2=CC1)=O)N1C(NC(CC1)=O)=O)=O)Cl 5-((4-(2,4-dichloropyridin-3-yl)piperazin-1-yl)methyl)-2-(2,4-dioxotetrahydropyrimidin-1(2H)-yl)isoindoline-1,3-dione